C1(CC1)COC=1C=C(C(=O)N[C@H](C)C=2N=NC(=CC2)C)C=C(C1)C=1SC(=CN1)C 3-(cyclopropylmethoxy)-N-[(1R)-1-(6-methylpyridazin-3-yl)ethyl]-5-(5-methyl-1,3-thiazol-2-yl)benzamide